(3S,4S)-8-(6-chloro-5-methyl-1,2,4-triazin-3-yl)-3-methyl-2-oxa-8-azaspiro[4.5]decan-4-amine ClC1=C(N=C(N=N1)N1CCC2([C@@H]([C@@H](OC2)C)N)CC1)C